1-(2-(2H-1,2,3-triazol-2-yl)acetyl)-N-(2-(difluoromethoxy)-6-methylpyridin-3-yl)-4-(2-isopropylphenyl)piperidine-4-carboxamide N=1N(N=CC1)CC(=O)N1CCC(CC1)(C(=O)NC=1C(=NC(=CC1)C)OC(F)F)C1=C(C=CC=C1)C(C)C